N1=C(C=CC=C1)C1=NC=CC(N1)=N 2-(pyridin-2-yl)pyrimidin-4(3H)-imine